Methyl 3-((1-(2-(3-azabicyclo[3.1.0]hexan-3-yl)-3,6-dimethyl-4-oxo-3,4-dihydroquinazolin-8-yl)ethyl)amino)-6-chloropicolinate C12CN(CC2C1)C1=NC2=C(C=C(C=C2C(N1C)=O)C)C(C)NC=1C(=NC(=CC1)Cl)C(=O)OC